N-(6-Amino-5-ethyl-3-pyridyl)-2-[(2R,5S)-5-methyl-2-[4-[(1-methyl-4-piperidyl)methoxy]phenyl]-1-piperidyl]-2-oxo-acetamide NC1=C(C=C(C=N1)NC(C(=O)N1[C@H](CC[C@@H](C1)C)C1=CC=C(C=C1)OCC1CCN(CC1)C)=O)CC